CCCCCCCCC/C=C\CCCCCCCC(=O)O[C@H](COC(=O)CCCCCC/C=C\C/C=C\C/C=C\CCCCC)COP(=O)(O)OC[C@@H](C(=O)O)N 1-(8Z,11Z,14Z-eicosatrienoyl)-2-(9Z-nonadecenoyl)-glycero-3-phosphoserine